D-3,5-diiodo-tyrosine hydrochloride Cl.IC=1C=C(C[C@@H](N)C(=O)O)C=C(C1O)I